1-hexyl-2-butylpyrrolidinium fluoride salt [F-].C(CCCCC)[NH+]1C(CCC1)CCCC